CC1(CCNCC1)C(=O)N 4-methyl-piperidine-4-carboxamide